COCC1(C(=CC2=C(C=CC=C12)C1=CC=CC=C1)C)COC 1,1-bis(methoxymethyl)-4-phenyl-2-methylindene